3-(benzyloxy)glutaraldehyde C(C1=CC=CC=C1)OC(CC=O)CC=O